FC(C(S(=O)(=O)OC1=CC=C(C=C1)OS(=O)(=O)C(C(F)(F)F)C(F)(F)F)C(F)(F)F)(F)F 1,4-benzenediol bis(2,2,2-trifluoro-1-trifluoromethylethanesulfonate)